C(N)(=O)NCC(=O)N1C(CC(C1)F)C(=O)NC(C1=NC=C(C=C1)C(C)C)C1=CC=CC=C1 1-[2-(carbamoylamino)acetyl]-4-fluoro-N-{phenyl[5-(propan-2-yl)pyridin-2-yl]methyl}pyrrolidine-2-carboxamide